CCCCCCCCC(CCCCCCCC)OC(CCCCCCCN(CCCCCCCC(=O)O)CCCNC1=C(C(C1=O)=O)NC)=O 8-((8-(heptadecan-9-yloxy)-8-oxooctyl)(3-((2-(methylamino)-3,4-dioxocyclobut-1-en-1-yl)amino)propyl)amino)octanoic acid